CC(C=O)C1=CC=CC=C1 alpha-methylphenylacetaldehyde